ClC=1C(=CC2=C(N(C(=N2)S(=O)(=O)C)COCC[Si](C)(C)C)C1)I 2-[(6-chloro-5-iodo-2-methylsulfonyl-benzimidazol-1-yl)methoxy]ethyl-trimethylsilane